(2-acrylamido)-(2-methylpropanesulfonic acid) C(C=C)(=O)NC(CS(=O)(=O)O)(C)C